NC=1C(NC(N(N1)C1=CC(=C(C(=C1)Cl)OC1=NNC(C=C1C=1C=C(C=CC1)C)=O)Cl)=O)=O 6-amino-2-(3,5-dichloro-4-((6-oxo-4-(m-tolyl)-1,6-dihydropyridazin-3-yl)oxy)phenyl)-1,2,4-triazine-3,5(2H,4H)-dione